COC1=CC(=CC(=C1O)O)[C@H](CC2=CC=C(C=C2)O)OC The molecule is a diphenylethane that is 1,2-dihydrostilbene substituted by hydroxy groups at positions 3, 4 and 4' and methoxy groups at C-5 and alpha-position respectively (the S stereoisomer). It is isolated from the stems of Dendrobium candidum and exhibits antioxidant activity. It has a role as a metabolite and a radical scavenger. It is a diphenylethane, a member of catechols and a member of methoxybenzenes. It derives from a hydride of a 1,2-dihydrostilbene.